6-(1H-indazol-5-yl)-N2-methyl-1,3,5-triazine-2,4-diamine N1N=CC2=CC(=CC=C12)C1=NC(=NC(=N1)NC)N